4-benzoyl-4-methyl-6-(3-thienyl)-5-hexynonitrile C(C1=CC=CC=C1)(=O)C(CCC#N)(C#CC1=CSC=C1)C